methyl 3-(3,4-difluoro-2-methoxy-phenyl)-4,5,5-trimethyl-tetrahydrofuran-2-carboxylate FC=1C(=C(C=CC1F)C1C(OC(C1C)(C)C)C(=O)OC)OC